tert-butyl 2-((1-methylcyclopropanecarboxamido)methyl)-6-(4,4,5,5-tetramethyl-1,3,2-dioxaborolan-2-yl)-1H-indole-1-carboxylate CC1(CC1)C(=O)NCC=1N(C2=CC(=CC=C2C1)B1OC(C(O1)(C)C)(C)C)C(=O)OC(C)(C)C